(1R,3S)-3-(5-bromo-1H-benzo[d]imidazol-1-yl)cyclohexan-1-amine BrC1=CC2=C(N(C=N2)[C@@H]2C[C@@H](CCC2)N)C=C1